CC1C(O1)C β-butylene oxide